2,6-Diisopropyl-4-morpholinylphenol C(C)(C)C1=C(C(=CC(=C1)N1CCOCC1)C(C)C)O